Cl.FC1=CC=C(C=C1)N1C(C(=CC=C1)C(=O)N)=O 4-fluorophenyl-2-oxo-1,2-dihydropyridine-3-carboxamide hydrochloride